BrC1=CC=C(C=C1)NC(=O)N[C@H](C(=O)O)C(C)C (2S)-2-({[(4-bromophenyl)amino]carbonyl}amino)-3-methylbutyric acid